ClC1=C(C(=CC=C1)F)N1C(C2=CC=C(C=C2C(C1)C(=C)C)N1N=C(N(C1=O)CC)CO)=O (2-chloro-6-fluorophenyl)-6-(4-ethyl-3-(hydroxymethyl)-5-oxo-4,5-dihydro-1H-1,2,4-triazol-1-yl)-4-(prop-1-en-2-yl)-3,4-dihydroisoquinolin-1(2H)-one